C(CCCCCCCCCCCCCC)(=O)OC[C@@H](O)COP(=O)([O-])OCC[N+](C)(C)C 1-pentadecanoyl-sn-glycero-3-phosphocholine